C(CCC)OC(\C=C\C(=C\CCCCC)\CC(C(=O)N(C)C)CC1=CC=CC=C1)=O (2E,4E)-4-(2-benzyl-3-(dimethylamino)-3-oxopropyl)decane-2,4-dienoic acid butyl ester